N-(3'-(6-(((2-hydroxyethyl)amino)methyl)-5-methoxyPyridopyridin-3-yl)-2,2'-dimethyl-[1,1'-biphenyl]-3-yl)-1,3-dimethyl-2,4-dioxo-1,2,3,4-tetrahydropyrimidine-5-carboxamide OCCNCC1N(C2=C(C=C1)N=CC(=C2)C=2C(=C(C=CC2)C2=C(C(=CC=C2)NC(=O)C=2C(N(C(N(C2)C)=O)C)=O)C)C)OC